(1R)-8-(8-((2-amino-3-chloropyridin-4-yl)thio)-[1,2,4]tri-azolo[4,3-c]pyrimidin-5-yl)-3-methyl-8-azaspiro[4.5]decan-1-amine NC1=NC=CC(=C1Cl)SC=1C=2N(C(=NC1)N1CCC3(CC(C[C@H]3N)C)CC1)C=NN2